CNC1CC1 N-methyl-(cyclopropyl)amine